(2-amino-2-(hydroxyimino)ethyl)phosphonic acid isohexyl ester C(CCC(C)C)OP(O)(=O)CC(=NO)N